cis-3-amino-2-(3-bromo-2-fluorobenzyl)piperidine-1-carboxylic acid tert-butyl ester C(C)(C)(C)OC(=O)N1[C@H]([C@H](CCC1)N)CC1=C(C(=CC=C1)Br)F